C(CCCCCCCCCCCCCCCCC)C(C(C(O)CCCCCCCCCCCCCCCCCC)O)O Distearyl-Glycerin